ethyl azidoformate N(=[N+]=[N-])C(=O)OCC